1,2-bis(3,4-epoxycyclohexan-1-yl)ethane C1(CC2C(CC1)O2)CCC2CC1C(CC2)O1